CC(C)(C)OC(=O)N1OCCN(CC1)C1=NC(=NC2=C(C(=C(C=C12)Cl)Br)F)Cl 5-(7-bromo-2,6-dichloro-8-fluoroquinazolin-4-yl)-1,2,5-oxadiazepane-2-carboxylic acid-2-methylpropan-2-yl ester